1-(5-(4-amino-1-(piperidin-3-yl)-1H-pyrazolo[3,4-d]pyrimidin-3-yl)imidazo[1,2-a]pyridin-8-yl)-3-(5-(1-(trifluoromethyl)cyclopropyl)isoxazol-3-yl)urea NC1=C2C(=NC=N1)N(N=C2C2=CC=C(C=1N2C=CN1)NC(=O)NC1=NOC(=C1)C1(CC1)C(F)(F)F)C1CNCCC1